FC[C@@H]1[C@H](C1)C(=O)O (1S,2S)-2-(fluoromethyl)cyclopropane-1-carboxylic acid